C(C)OC1=C(CCN2C[C@@H](CC2)CNC(OC(C)(C)C)=O)C=C(C=C1)C(F)(F)F tert-butyl (S)-((1-(2-ethoxy-5-(trifluoromethyl)phenethyl)pyrrolidin-3-yl)methyl)carbamate